CC(CC(C)=O)=O.CC(CC(C)=O)=O.[Cu+2] copper (II) bis(2,4-pentanedione)